C(C1=CC=CC=C1)N1C=NC=2C1=NC(=CC2)N2CCN(CC2)CC2=NC1=C(N2C[C@H]2OCC2)C=C(C=C1)C(=O)OC (S)-methyl 2-((4-(3-benzyl-3H-imidazo[4,5-b]pyridin-5-yl)piperazin-1-yl)methyl)-1-(oxetan-2-ylmethyl)-1H-benzo[d]imidazole-6-carboxylate